F[C@H]1CN(CC[C@H]1OC)C1=NC=CC(=N1)NC=1N=CC2=C(C=CC(=C2C1)C(C)C)N1CC(C1)CS(=O)(=O)C N-{2-[(3S,4R)-3-fluoro-4-methoxy-piperidin-1-yl]pyrimidin-4-yl}-8-[3-(methane-sulfonylmethyl)azetidin-1-yl]-5-(propan-2-yl)isoquinolin-3-amine